8-isopropyl-6,7-dimethoxy-1,1-dimethyl-3-(pyridin-4-yl)-1H-dibenzo[a,d][7]annulene-2,10-dione C(C)(C)C=1C(=C(C2=C(C(C=C3C(=C2)C=C(C(C3(C)C)=O)C3=CC=NC=C3)=O)C1)OC)OC